C(C)(C)(C)OC(=O)N1CCC(CC1)NC1=C2C=CC=NC2=C(C=C1)C 4-((8-Methylquinolin-5-yl)amino)piperidine-1-carboxylic acid tert-butyl ester